C=C(C(=O)O)CC(OC1(CCC1)C=1N=NC(=CC1)C(F)(F)F)=O 2-methylene-4-oxo-4-(1-(6-(trifluoromethyl)pyridazin-3-yl)cyclobutoxy)butanoic acid